C(=C)OCCOCCOCCOCCOC=C tetraethyleneglycol divinyl ether